N-(propylsulfonyl)propane-1-sulfonamide C(CC)S(=O)(=O)NS(=O)(=O)CCC